ClC1=C(C=C(OC=2N=NNC2)C=C1)OC1CCCCC1 4-(4-chloro-3-(cyclohexyloxy)phenoxy)-1H-1,2,3-triazole